BrCC1=CC=C(O[C@H](C(=O)OC)C)C=C1 (S)-Methyl 2-(4-(bromomethyl)phenoxy)propanoate